(S)-4-((2-cyano-4-fluorophenyl)thio)-6-(1-(1-(2-hydroxyacetyl)piperidin-3-yl)-5-methyl-1H-pyrazol-4-yl)pyrazolo[1,5-a]pyridine-3-carbonitrile C(#N)C1=C(C=CC(=C1)F)SC=1C=2N(C=C(C1)C=1C=NN(C1C)[C@@H]1CN(CCC1)C(CO)=O)N=CC2C#N